N-(3-chloro-2-(trifluoromethyl)phenyl)-2-(hydroxyimino)acetamide ClC=1C(=C(C=CC1)NC(C=NO)=O)C(F)(F)F